ClC1=CNC2=NC=CC(=C21)OC2=CC(=C(C=C2)NC(=O)NC2=CC(=C(C=C2)N2C=NC(=C2)C)C(F)(F)F)F 1-(4-((3-chloro-1H-pyrrolo[2,3-b]pyridin-4-yl)oxy)-2-fluorophenyl)-3-(4-(4-methyl-1H-imidazol-1-yl)-3-(trifluoromethyl)phenyl)urea